8-((1-(10-bromodecyl)-1H-1,2,3-triazol-4-yl)methoxy)-7-hydroxy-2-phenyl-4H-chromen-4-one BrCCCCCCCCCCN1N=NC(=C1)COC=1C(=CC=C2C(C=C(OC12)C1=CC=CC=C1)=O)O